(S)-2-((tert-butoxycarbonyl)amino)-2-cyclobutylacetic acid C(C)(C)(C)OC(=O)N[C@H](C(=O)O)C1CCC1